N[C@H](C(=O)O)COCC=1C=NC=C(C1)F (2S)-2-amino-3-[(5-fluoropyridin-3-yl)methoxy]propionic acid